FC=1C=C(C(=NC1)C1(CCOCC1)O)N1CCN(CC1)[C@@H]1CC2(CN(C2)C(=O)OCC)CC1 ethyl (6S)-6-[4-[5-fluoro-2-(4-hydroxytetrahydropyran-4-yl)-3-pyridyl]piperazin-1-yl]-2-azaspiro[3.4]octane-2-carboxylate